2-((3r,Sr,7r)-adamantan-1-yl)-1-(3-(4-(4-amino-3-(4-phenoxyphenyl)-1H-pyrazolo[3,4-d]pyrimidin-1-yl)piperidin-1-yl)azetidin-1-yl)ethanone C12(CC3CC(CC(C1)C3)C2)CC(=O)N2CC(C2)N2CCC(CC2)N2N=C(C=3C2=NC=NC3N)C3=CC=C(C=C3)OC3=CC=CC=C3